ClC=1C(=NC(=NC1)N[C@H]1[C@@H](COCC1)O)C1=CC2=C(N=C3N2CCCN3CC)C(=C1)F (3S,4R)-4-((5-chloro-4-(1-ethyl-9-fluoro-1,2,3,4-tetrahydrobenzo[4,5]imidazo[1,2-a]pyrimidin-7-yl)pyrimidin-2-yl)amino)tetrahydro-2H-pyran-3-ol